Cl.Cl.N1(CCNCC1)C(=O)O (S)-piperazinecarboxylic acid dihydrochloride